N-[[6-(1-Oxoindan-5-yl)oxy-2-pyridyl]sulfonyl]-2-(2,2,4-trimethylpyrrolidin-1-yl)pyridin-3-carboxamid O=C1CCC2=CC(=CC=C12)OC1=CC=CC(=N1)S(=O)(=O)NC(=O)C=1C(=NC=CC1)N1C(CC(C1)C)(C)C